C(C)(C)(C)OC(=O)NC1=C(C=CC=C1)NC(=O)C1=CC=C(C(=O)OC)C=C1 methyl 4-((2-((tert-butoxycarbonyl)amino)phenyl)carbamoyl)benzoate